((1s,3s)-3-((tert-butyldiphenylsilyl)oxy)cyclobutyl)-3-oxopropionitrile [Si](C1=CC=CC=C1)(C1=CC=CC=C1)(C(C)(C)C)OC1CC(C1)C(C#N)C=O